1-ethyl-3-methyl-imidazolium bis(pentafluoroethyl)phosphonite FC(C(F)(F)F)(F)OPOC(C(F)(F)F)(F)F.C(C)N1C=[N+](C=C1)C